C(C)(C)(C)OC(=O)N[C@H](C(=O)O)CC1=CC(=CC=C1)F (S)-2-((tert-Butoxycarbonyl)amino)-3-(3-fluorophenyl)propionic acid